C(C)(C)(C)N1N=C(C(=C1)CCN[C@H](C(=O)N1C[C@]2(C[C@H]1C(N)=O)C(NC1=CC=CC=C12)=O)CC1CC1)C(=O)OC methyl 1-(tert-butyl)-4-(2-(((S)-1-((3R,5'S)-5'-carbamoyl-2-oxospiro[indol-3,3'-pyrrolidin]-1'-yl)-3-cyclopropyl-1-oxopropan-2-yl) amino) ethyl)-1H-pyrazole-3-carboxylate